ClC=1C=NC(=NC1)[C@@H]([C@H](C)S(=O)(=O)NC1=NN=C(N1C1=C(C=CC=C1OC)OC)COC)OC(C)C (1S,2S)-1-(5-chloropyrimidin-2-yl)-N-(4-(2,6-dimethoxyphenyl)-5-(methoxymethyl)-4H-1,2,4-triazol-3-yl)-1-isopropoxypropane-2-sulfonamide